1-(4-fluoro-2-methylphenyl)-3-(2-methyl-6-oxo-1,6-dihydropyridin-3-yl)-6-(trifluoromethoxy)-2,3-dihydroquinazolin-4(1H)-one FC1=CC(=C(C=C1)N1CN(C(C2=CC(=CC=C12)OC(F)(F)F)=O)C1=C(NC(C=C1)=O)C)C